O1[C@@H]2CN([C@H](C3=C1C=CC=C3)C2)C(=O)OC(C)(C)C tert-butyl (2S,5S)-2,3-dihydro-2,5-methanobenzo[f][1,4]oxazepine-4(5H)-carboxylate